(2R,7aS)-7a-[({4-[(6RS)-6-[(tert-butyldiphenylsilyl)oxy]-6-methyl-1,4-oxazepan-4-yl]-6-chloro-1,3,5-triazin-2-yl}oxy)methyl]-2-fluoro-hexahydropyrrolizine [Si](C1=CC=CC=C1)(C1=CC=CC=C1)(C(C)(C)C)O[C@@]1(CN(CCOC1)C1=NC(=NC(=N1)Cl)OC[C@]12CCCN2C[C@@H](C1)F)C |&1:18|